CS(=O)(=O)NCCCN(CCCCCCCC(=O)OC(CCCCCCCC)CCCCCCCC)CCCCCCCC(OC(CC)CCCCCCCC)=O heptadecan-9-yl 8-((3-(methylsulfonamido)propyl)(8-oxo-8-(undecan-3-yloxy)octyl)amino)octanoate